BrC1=C(C=C2N=CC=3N(C(N4CC(OC1=C2C34)C3=CC(=NC=C3)F)=O)C)F 7-bromo-6-fluoro-9-(2-fluoropyridin-4-yl)-2-methyl-9,10-dihydro-8-oxa-2,4,10a-triazanaphtho[2,1,8-cde]Azulene-1(2H)-one